ethyl 3-[7-bromo-6-chloro-5-(2,6-difluorophenyl)-2-imino-3H-1,4-benzodiazepin-1-yl]-2-oxo-propanoate BrC=1C=CC2=C(C(=NCC(N2CC(C(=O)OCC)=O)=N)C2=C(C=CC=C2F)F)C1Cl